3-bromo-5-(cyclopropyl-(hydroxy)methyl)benzoic acid methyl ester COC(C1=CC(=CC(=C1)C(O)C1CC1)Br)=O